2-((1-methylcyclopentyl)oxy)acetic acid CC1(CCCC1)OCC(=O)O